FC(CP(OCC1=C(C=CC=C1)F)([O-])=O)(F)F (2-fluorophenyl)methyl (2,2,2-trifluoroethyl)phosphonate